NC[C@@]1([C@@H]2CCN(C[C@H]12)C1=CN=C2C(=N1)NN=C2C2=C(C=C(C(=O)NC#N)C=C2)Cl)C2=C(C=CC=C2)F 4-(6-((1S,6R,7R)-7-(aminomethyl)-7-(2-fluorophenyl)-3-azabicyclo[4.1.0]heptan-3-yl)-1H-pyrazolo[3,4-b]pyrazin-3-yl)-3-chloro-N-cyanobenzamide